Br[Mg]C1=CC(=CC=C1)OC(F)(F)F bromo-[3-(trifluoro-methoxy)phenyl]magnesium